9-(4-chloro-2,6-difluorophenyl)-2,3-dimethyl-7-[rac-(2R,4S)-2-(1-methylpyrazol-4-yl)oxan-4-yl]pyrazino[1,2-a]pyrimidin-4-one ClC1=CC(=C(C(=C1)F)C1=NC(=CN2C1=NC(=C(C2=O)C)C)[C@@H]2C[C@@H](OCC2)C=2C=NN(C2)C)F |r|